4-(2,6-dimethyl-4-nitro-benzyl)-2-(allyl)-phenol CC1=C(CC2=CC(=C(C=C2)O)CC=C)C(=CC(=C1)[N+](=O)[O-])C